4-t-butylcyclohexane-1,2-dicarboxylic acid dilithium salt [Li+].[Li+].C(C)(C)(C)C1CC(C(CC1)C(=O)[O-])C(=O)[O-]